1-(tert-butyl) 3-methyl (S)-4-oxo-3-(3-oxobutyl)piperidine-1,3-dicarboxylate O=C1[C@](CN(CC1)C(=O)OC(C)(C)C)(C(=O)OC)CCC(C)=O